C=1N=CN2C1C(=NC=C2)N[C@H]2C[C@H](CCC2)NC2=CC=CC=1N2C=C(N1)C(F)(F)F (1R,3S)-N1-(imidazo[1,5-a]pyrazin-8-yl)-N3-(2-(trifluoromethyl)imidazo[1,2-a]pyridin-5-yl)cyclohexane-1,3-diamine